C1(CC1)CN1CC[C@]23CCN(CC[C@]2([C@H]1CC1=CC=C(C=C13)O)O)C(CC1=NNC3=CC=CC=C13)=O 1-((5aS,6R,11bR)-14-(cyclopropylmethyl)-5a,10-dihydroxy-1,2,5,5a,6,7-hexahydro-6,11b-(epiminoethano)naphtho[1,2-d]azepin-3(4H)-yl)-2-(1H-indazol-3-yl)ethan-1-one